BrC1=CC2=C(N=C(N=C2)NC2=NC=C(C=C2)N(CC)CC)N(C1=O)C1CCCC1 6-bromo-8-cyclopentyl-2-(5-diethylamino-pyridin-2-ylamino)-8H-pyrido[2,3-d]Pyrimidin-7-one